tert-butyl 4-hydroxy-4-(4-(isoindoline-2-carboxamido)butyl)piperidine-1-carboxylate OC1(CCN(CC1)C(=O)OC(C)(C)C)CCCCNC(=O)N1CC2=CC=CC=C2C1